F[C@H]1CN(CC[C@H]1NC1=CC=CN2C(=C(C=C12)C1=NOC(=N1)CNC(=O)C1(CC1)NC(OC(C)(C)C)=O)SC(F)(F)F)C tert-butyl N-[1-({[3-(8-{[(3S,4R)-3-fluoro-1-methylpiperidin-4-yl]amino}-3-[(trifluoromethyl)sulfanyl]indolizin-2-yl)-1,2,4-oxadiazol-5-yl]methyl}carbamoyl)cyclopropyl]carbamate